N-(2-(4-methylpiperazin-1-yl)ethyl)-5-(trifluoromethyl)benzamide CN1CCN(CC1)CCNC(C1=CC=CC(=C1)C(F)(F)F)=O